(2-(4-fluorophenyl)-5-(2-nitrophenyl)Azol-4-yl)methanone (1-(3-amino-5-fluoropyridin-4-yl)pyrrolidin-3-yl)carbamate NC=1C=NC=C(C1N1CC(CC1)NC(O)=O)F.FC1=CC=C(C=C1)C=1NC(=C(C1)C=O)C1=C(C=CC=C1)[N+](=O)[O-]